Tert-butyl (2R)-2-{[3-(5-methyl-1,3-thiazol-2-yl)-5-({(1R)-1-[2-(trifluoromethyl)pyrimidin-5-yl]ethyl}carbamoyl)phenoxy]-methyl}pyrrolidine-1-carboxylate CC1=CN=C(S1)C=1C=C(OC[C@@H]2N(CCC2)C(=O)OC(C)(C)C)C=C(C1)C(N[C@H](C)C=1C=NC(=NC1)C(F)(F)F)=O